FC=1C=C(C=C(C1C=1C=C2C(=CN1)NN=C2C=2C=NC(=NC2)N2CCN(CC2)C)F)CC#N 2-(3,5-difluoro-4-(3-(2-(4-methylpiperazin-1-yl)pyrimidin-5-yl)-1H-pyrazolo[3,4-c]pyridin-5-yl)phenyl)acetonitrile